C1(CCCC1)N1C(N(C(C(=C1)C(=O)OCC)=O)C1=CC=C(C=C1)F)=O ethyl 1-cyclopentyl-3-(4-fluorophenyl)-2,4-dioxo-1,2,3,4-tetrahydropyrimidine-5-carboxylate